O=C1S\C(\C(N1)=O)=C/C1=CC=C(OC2CCN(CC2)C(=O)NC2=CC=C(C=C2)OC(F)(F)F)C=C1 (Z)-4-{4-[(2,4-Dioxothiazolidine-5-ylidene)methyl]phenoxy}-N-[4-(trifluoromethoxy)phenyl]piperidine-1-carboxamide